3,4-dihydro-2H-1,3-benzoxazine O1CNCC2=C1C=CC=C2